5-amino-6-[(2-amino-3-chloropyridin-4-yl)sulfanyl]-3-chloropyrazine-2-carbonitrile NC=1N=C(C(=NC1SC1=C(C(=NC=C1)N)Cl)C#N)Cl